hexyl 2-(4-diethylamino-2-hydroxybenzoyl)-benzoate C(C)N(C1=CC(=C(C(=O)C2=C(C(=O)OCCCCCC)C=CC=C2)C=C1)O)CC